COC1=C(C=CC(=C1)C1=CC=NN1C)NC=1N=C(C2=C(N1)NC=C2C(F)(F)F)NC2CCOCC2 N2-(2-methoxy-4-(1-methyl-1H-pyrazol-5-yl)phenyl)-N4-(tetrahydro-2H-pyran-4-yl)-5-(trifluoromethyl)-7H-pyrrolo[2,3-d]pyrimidine-2,4-diamine